tertbutyliminotris(diethylamino)tantalum C(C)(C)(C)N=[Ta](N(CC)CC)(N(CC)CC)N(CC)CC